2,3-dioxopyrido[3,4-b]pyrazine-7-carboxamide O=C1N=C2C(=NC1=O)C=NC(=C2)C(=O)N